(((1R,5S)-3,8-diazabicyclo[3.2.1]octan-8-yl)methoxy)ethyl(tert-butyloxycarbonyl)-L-valine [C@H]12CNC[C@H](CC1)N2CO[C@](N(C(=O)OC(C)(C)C)CC)(C(C)C)C(=O)O